COC1=C(C=CC(=C1)C(C(=O)O)O)O The molecule is an aromatic ether that is the 3-O-methyl ether of 3,4-dihydroxymandelic acid. It has a role as a human metabolite. It is an aromatic ether, a 2-hydroxy monocarboxylic acid and a member of phenols. It derives from a mandelic acid. It is a conjugate acid of a vanillylmandelate.